N-(pyrrolidin-3-ylmethyl)cyclohexane-1-carboxamide N1CC(CC1)CNC(=O)C1CCCCC1